(2S,4R)-4-((4-bromo-2-((2R,6S)-2,6-dimethylmorpholine-4-carbonyl)-6-nitrophenyl)amino)-1-(5-(methylamino)nicotinyl)-N-(6-(trifluoromethyl)pyrimidin-4-yl)pyrrolidine-2-carboxamide BrC1=CC(=C(C(=C1)[N+](=O)[O-])N[C@@H]1C[C@H](N(C1)CC1=CN=CC(=C1)NC)C(=O)NC1=NC=NC(=C1)C(F)(F)F)C(=O)N1C[C@H](O[C@H](C1)C)C